C(C)(=O)NC1=CC=C(CNC(=O)C=2N=C(SC2)C#C)C=C1 N-(4-Acetamidobenzyl)-2-ethynylthiazole-4-carboxamide